5-bromo-3-cyclobutyl-6-fluoro-1H-indazole BrC=1C=C2C(=NNC2=CC1F)C1CCC1